(3aR,6aS)-5-(5-(6-ethoxy-1H-pyrazolo[3',4':3,4]pyrazolo[1,5-a]pyridin-4-yl)pyridin-2-yl)hexahydropyridine C(C)OC=1C=C(C=2N(C1)N=C1C2C=NN1)C=1C=CC(=NC1)C1CCCNC1